2-[(propan-2-yl)amino]ethoxy[pyridine-3-yl]-7'-fluoro-3-Methoxy-3'-methyl-2',3'-dihydrospiro[cyclobutane-1,1'-pyrrolo[2,3-c]quinoline]-2'-one CC(C)NCCOC1=C(C=CC=2C3=C(C(=NC12)C=1C=NC=CC1)N(C(C31CC(C1)OC)=O)C)F